Cl.ClC1=C(C(=O)NC2=C3C=NN(C3=CC=C2)C=2C=NC(=CC2)C)C=C(C=C1)CNC(C(F)(F)F)=O 2-chloro-N-[1-(6-methylpyridin-3-yl)-1H-indazol-4-yl]-5-{[(trifluoroacetyl)amino]methyl}benzamide hydrochloride